COC(=O)C=1C(=NN(C1)C1=CC=CC=C1)NC(=O)C1=NC(=C(C(=C1)Cl)O)Cl methyl-3-(4,6-dichloro-5-hydroxypyridine formylamino)-1-phenyl-1H-pyrazole-4-carboxylate